4,4'-(pyridine-2-yl-methylene)-bisphenol N1=C(C=CC=C1)C(C1=CC=C(C=C1)O)C1=CC=C(C=C1)O